FC(C=1C=C2C=C(N(C2=CC1)S(=O)(=O)C1=CC=C(C=C1)C)C1=CC=CC=C1)(F)F 5-trifluoromethyl-2-phenyl-1-[(4-methylphenyl)sulfonyl]-1H-indole